OC1(C(C=CC=C1)C(=O)C(O)C1=CC=C(C=C1)C(C)C)C 2-hydroxy-2-methyl-4'-isopropylbenzoin